C(C)(C)(C)C1=CC=C(C=C1)NC1=C(C=C(CN(C(C(C)(C)C)=O)O)C=C1)F N-(4-((4-(tert-butyl)phenyl)amino)-3-fluorobenzyl)-N-hydroxypivalamide